bis(4-methoxybenzyl)-1,2-ethylenediamine COC1=CC=C(CNCCNCC2=CC=C(C=C2)OC)C=C1